methyl 1-(3-(methoxymethyl)pyridin-2-yl)-1H-indole-5-carboxylate COCC=1C(=NC=CC1)N1C=CC2=CC(=CC=C12)C(=O)OC